(2-benzyloxycarbonylamino-acetylamino)-acetic acid C(C1=CC=CC=C1)OC(=O)NCC(=O)NCC(=O)O